ClC=1C=C(C=C(C1OC=1C=C2C(C(NC2=CC1)=O)(C)C)Cl)N1N=C(C(NC1=O)=O)C#N 2-[3,5-dichloro-4-(3,3-dimethyl-2-oxo-indolin-5-yl)oxy-phenyl]-3,5-bisOxo-1,2,4-triazine-6-carbonitrile